1-(4-((6-amino-5-cyanopyrimidin-4-yl)oxy)-2-fluorophenyl)-3-(1-(4-methoxyphenyl)-3-(1-(trifluoromethyl)cyclopropyl)-1H-pyrazol-5-yl)urea NC1=C(C(=NC=N1)OC1=CC(=C(C=C1)NC(=O)NC1=CC(=NN1C1=CC=C(C=C1)OC)C1(CC1)C(F)(F)F)F)C#N